C(C)OC1=CN=CC(=N1)C1=CC=C(C(=O)N)C=C1 4-(6-ethoxypyrazin-2-yl)benzamide